NCCCCOC1=CC=C2C=CC(NC2=C1)=O 7-(4-aminobutoxy)quinolin-2(1H)-one